SCC(SCCS)CSC(CSCCS)CS 4,7-dimercaptomethyl-1,11-dimercapto-3,6,9-trithiaundecan